ClC1=C(C(=O)NCC(=O)N[C@@H](CC(C)C)B2OCCCN(CCC(O2)=O)C)C=C(C=C1)Cl (R)-2,5-dichloro-N-(2-((3-methyl-1-(7-methyl-4-oxo-1,3,7,2-dioxazaborecan-2-yl)butyl)amino)-2-oxoethyl)benzamide